N-(4-((1H-pyrazol-1-yl)methyl)-2,3-dihydrobenzofuro[7,6-d]isoxazol-8-yl)-6-methoxy-2,3-dihydrobenzofuran-7-sulfonamide N1(N=CC=C1)CC1=CC2=C(C(=NO2)NS(=O)(=O)C2=C(C=CC=3CCOC32)OC)C3=C1CCO3